2-ethyl-5-methyl-7-(4,4,5,5-tetramethyl-1,3,2-dioxaborolan-2-yl)-1,2,3,4-tetrahydroisoquinoline C(C)N1CC2=CC(=CC(=C2CC1)C)B1OC(C(O1)(C)C)(C)C